ethyl 1-(2-chloro-3-methoxy-phenyl)-4-formyl-2,5-dimethyl-pyrrole-3-carboxylate ClC1=C(C=CC=C1OC)N1C(=C(C(=C1C)C=O)C(=O)OCC)C